FC1=CC=C(C=C1)CNC(=O)C=1C(C(=C2N(C[C@@H]3N(C2=O)[C@H](CO3)C)C1)O)=O (3S,11aR)-N-[(4-Fluorophenyl)methyl]-6-hydroxy-3-methyl-5,7-dioxo-2,3,5,7,11,11a-hexahydro-[1,3]oxazolo-[3,2-a]pyrido[1,2-d]pyrazine-8-carboxamide